C(C)(C)(C)OC(=O)N1[C@@H](COCC1)C=1C=C(C=C2CCN(CC12)C(=O)N1C2CC(C(C1)CC2)=O)C=2C=C1C(=NC2)NC=C1C (3R)-3-(2-(2-oxo-5-azabicyclo[2.2.2]octane-5-carbonyl)-6-(3-methyl-1H-pyrrolo[2,3-b]pyridin-5-yl)-1,2,3,4-tetrahydroisoquinolin-8-yl)morpholine-4-carboxylic acid tert-butyl ester